C(C)(C)(C)OC(=O)N1CC(CC1)N1N=C(C(=C1N)C(N)=O)Br 3-(5-amino-3-bromo-4-carbamoyl-1H-pyrazol-1-yl)pyrrolidine-1-carboxylic acid tert-butyl ester